[Li].N1=CC=CC2=C1C=CC=C2 benzopyridine lithium